C(C)S(=O)(=O)N1CCC(CC1)NC1=NC=C(C(=N1)C=1N=CN(C1)C=1C=CC(=NC1C)C#N)C(F)(F)F 5-(4-(2-((1-(Ethylsulfonyl)piperidin-4-yl)amino)-5-(trifluoromethyl)pyrimidin-4-yl)-1H-imidazol-1-yl)-6-methylpicolinonitrile